N-(1-aminomethyl)-2-aminoethylsilanetriol NCNCC[Si](O)(O)O